NCCOCCOCCNC=1C=C(C=2N(N1)C(=NN2)C(C)C)NCC2=CC=CC=C2 N6-[2-[2-(2-aminoethoxy)ethoxy]ethyl]-N8-benzyl-3-isopropyl-[1,2,4]triazolo[4,3-b]pyridazine-6,8-diamine